6-((4-chloro-2-fluorobenzyl)oxy)-1',2',3',6'-tetrahydro-2,4'-bipyridinium hydrochloride Cl.ClC1=CC(=C(COC2=CC=CC(=[NH+]2)C=2CC[NH2+]CC2)C=C1)F